N-[2-(4-Formylcyclohexyl)-5-methoxy-1,3-benzothiazol-6-yl]-6-methyl-pyridine C(=O)C1CCC(CC1)C=1SC2=C(N1)C=C(C(=C2)N2CC=CC=C2C)OC